ClCC=CC#N 4-chloro-2-butenenitrile